(1R,4R,5S)-5-hydroxy-2-azabicyclo[2.2.2]octane-2-carboxylic acid tert-butyl ester C(C)(C)(C)OC(=O)N1[C@H]2C[C@@H]([C@@H](C1)CC2)O